(1R)-1-[3-(3-chloro-2-piperazin-1-yl-6-quinolinyl)phenyl]ethanamine dihydrochloride Cl.Cl.ClC=1C(=NC2=CC=C(C=C2C1)C=1C=C(C=CC1)[C@@H](C)N)N1CCNCC1